ClC=1C=C(C(=NC1)OC)[C@]1(C(NC2=CC(=CC=C12)C(F)(F)F)=O)C (3S)-3-(5-chloro-2-methoxy-3-pyridyl)-3-methyl-6-(trifluoromethyl)indolin-2-one